CN1C(N(C2=C1C=C(C=C2)C=2CCN(CC2)C(=O)OC(C)(C)C)C2C(NCCCC2)=O)=O tert-Butyl 4-[3-methyl-2-oxo-1-(2-oxoazepan-3-yl)benzimidazol-5-yl]-3,6-dihydro-2H-pyridine-1-carboxylate